N-[(1s,2s,4r)-rel-7-[3-(4-cyano-3-fluoro-phenyl)-4-[6,7-difluoro-1-(2-hydroxy-2-methyl-propyl)benzotriazol-5-yl]benzoyl]-7-azabicyclo[2.2.1]hept-3-yl]-2,4-dinitrobenzenesulfonamide C(#N)C1=C(C=C(C=C1)C=1C=C(C(=O)N2[C@@H]3C[C@H]([C@H]2CC3)NS(=O)(=O)C3=C(C=C(C=C3)[N+](=O)[O-])[N+](=O)[O-])C=CC1C1=CC3=C(N(N=N3)CC(C)(C)O)C(=C1F)F)F |o1:16|